N1(N=CC=C1)C1=CC=C(C=C1)[C@@H]1CN(CC[C@@H]1O)C(=O)OC(C)(C)C |r| Racemic-tert-butyl (3R*,4S*)-3-(4-(1H-pyrazol-1-yl)phenyl)-4-hydroxypiperidine-1-carboxylate